ClC1=C(C(=O)O)C=CC(=C1)NC(=O)C=1N(C(=CN1)C1=C(C(=C(C=C1)C=1C=NN(C1C)CCOC)F)F)C 2-chloro-4-[[5-[2,3-difluoro-4-[1-(2-methoxyethyl)-5-methyl-pyrazol-4-yl]phenyl]-1-methyl-imidazole-2-carbonyl]amino]benzoic acid